O=C1OC(CC1C1CC(C2=C(C1)C(=O)OC2=O)C)=O 5-(2,5-dioxotetrahydrofuranyl)-3-methylcyclohexene-1,2-dicarboxylic anhydride